3-cyano-N-((1S)-1-(1-(5-((ethyl(methyl)(oxo)-λ6-sulfaneylidene)amino)pyridin-2-yl)-1H-1,2,4-triazol-5-yl)ethyl)-5-(trifluoromethyl)benzamide C(#N)C=1C=C(C(=O)N[C@@H](C)C2=NC=NN2C2=NC=C(C=C2)N=S(=O)(C)CC)C=C(C1)C(F)(F)F